ClC=1N=C(C=2OCC(NC2N1)C(C)C)N1C[C@@H](CC1)N(C(OC(C)(C)C)=O)C tert-butyl ((3R)-1-(2-chloro-7-isopropyl-7,8-dihydro-6H-pyrimido[5,4-b][1,4]oxazin-4-yl)pyrrolidin-3-yl)(methyl)carbamate